ClC1=C(C=C(C=C1)C=1C=NN(C1)CCC=1C(=NNC1C)C)C(F)F 4-[2-[4-[4-Chloro-3-(difluoromethyl)phenyl]pyrazol-1-yl]ethyl]-3,5-dimethyl-1H-pyrazole